4-chloro-5-(3-phenylpropan-1-yn-1-yl)-1H-pyrrolo[2,3-b]Pyridine ClC1=C2C(=NC=C1C#CCC1=CC=CC=C1)NC=C2